C(C1=CC=CC=C1)N1C(NN=C1Cl)=O 4-benzyl-5-chloro-2H-1,2,4-triazol-3-one